ClC1=CC=C(C=C1)COC=1C=C2C(=CC(=NC2=CC1)C(=O)OCC)C(=O)N1CCCCC1 ethyl 6-[(4-chlorophenyl)methoxy]-4-[(piperidin-1-yl)carbonyl]quinoline-2-carboxylate